ClCC1=NC2=C(C(=CC=C2C(N1)=O)F)C (chloromethyl)-7-fluoro-8-methylquinazolin-4(3H)-one